C(#N)C1=C(C(NC2=CC=C(C(=C12)C)F)=O)C(C(=O)NC(C)C1=NC=C(C=N1)C#N)(F)F 2-(4-cyano-6-fluoro-5-methyl-2-oxo-1,2-dihydroquinolin-3-yl)-N-(1-(5-cyanopyrimidin-2-yl)ethyl)-2,2-difluoroacetamide